BrC1=CC(=C(C=C1C)C(C)=O)Cl 1-(4-bromo-2-chloro-5-methyl-phenyl)ethanone